N-[4-(4-Chloro-1H-pyrazol-1-yl)-3-sulfamoylphenyl]-2-(3,5-difluorophenyl)acetamide ClC=1C=NN(C1)C1=C(C=C(C=C1)NC(CC1=CC(=CC(=C1)F)F)=O)S(N)(=O)=O